C(O[C@@H](C)C=C)(OC(C)(C)C)=O (S)-but-3-en-2-yl tert-butyl carbonate